4-(6-((6-(Difluoromethyl)pyridin-2-yl)carbamoyl)-7-isopropoxyimidazo[1,2-a]pyridin-2-yl)piperidine-1-carboxylic acid tert-butyl ester C(C)(C)(C)OC(=O)N1CCC(CC1)C=1N=C2N(C=C(C(=C2)OC(C)C)C(NC2=NC(=CC=C2)C(F)F)=O)C1